methyl-N-(1-methylcyclopropyl)-5-[2-(pyridin-3-yl)morpholine-4-carbonyl]furo[2,3-d]pyrimidin-4-amine CC=1N=C(C2=C(N1)OC=C2C(=O)N2CC(OCC2)C=2C=NC=CC2)NC2(CC2)C